N-(2,3-dihydro-1H-inden-2-yl)-6-methyl-2-oxo-5-phenyl-1-[3-(trifluoromethyl)phenyl]-1,2-dihydropyridine-3-carboxamide C1C(CC2=CC=CC=C12)NC(=O)C=1C(N(C(=C(C1)C1=CC=CC=C1)C)C1=CC(=CC=C1)C(F)(F)F)=O